FC1(CCC(C=2N(C1)N=C1C2CN([C@@H](C1)C)C(=O)OC(C)(C)C)(F)F)C(=O)OCC (3R)-2-tert-Butyl 8-ethyl 8,11,11-trifluoro-3-methyl-3,4,8,9,10,11-hexahydro-1H-pyrido[4',3':3,4]pyrazolo[1,5-a]azepine-2,8(7H)-dicarboxylate